1,2-bis(3,5-dihydroxy-4-butylphenyl)ethane OC=1C=C(C=C(C1CCCC)O)CCC1=CC(=C(C(=C1)O)CCCC)O